Cl.O1C(COCC1)C=O dioxanal HCl